[3-[(1S)-1-amino-2-oxazol-2-yl-ethyl]-5-methyl-1,2,4-triazol-4-yl]-4,5-dimethyl-thiophene-3-carboxylic acid N[C@@H](CC=1OC=CN1)C1=NN=C(N1C=1SC(=C(C1C(=O)O)C)C)C